(2S,4R)-4-fluoro-1-[(5S)-2-oxo-1,3-oxazolidine-5-carbonyl]-N-[(S)-phenyl[4-(propan-2-yl)phenyl]methyl]pyrrolidine-2-carboxamide F[C@@H]1C[C@H](N(C1)C(=O)[C@@H]1CNC(O1)=O)C(=O)N[C@H](C1=CC=C(C=C1)C(C)C)C1=CC=CC=C1